lysine, ammonium salt [NH4+].N[C@@H](CCCCN)C(=O)[O-]